t-butyl peroxybenzoate C(C1=CC=CC=C1)(=O)OOC(C)(C)C